CC1(CNC(C2=CC=C(C=C12)C1=CNC=2N=C(N=CC21)NCC2CCN(CC2)C)=O)C 4,4-dimethyl-6-(2-(((1-methylpiperidin-4-yl)methyl)amino)-7H-pyrrolo[2,3-d]pyrimidin-5-yl)-3,4-dihydroisoquinolin-1(2H)-one